C1(=CC=CC=C1)[Co]Cl phenyl-cobalt chloride